O[C@@]1(CC[C@@]2([C@H]3CC[C@@]4([C@H](CC[C@H]4[C@@H]3CC[C@H]2C1)C(=O)NC1=NC(=CC=C1)C)C)C)COC (3R,5S,8R,9S,10S,13S,14S,17S)-3-hydroxy-3-(methoxymethyl)-10,13-dimethyl-N-(6-methylpyridin-2-yl)hexadecahydro-1H-cyclopenta[a]phenanthrene-17-carboxamide